C(OC1=C(C(=NC=C1)C)C(=O)OC)([2H])([2H])[2H] methyl 4-(2H3)methoxy-2-methylpyridine-3-carboxylate